3,7-dideaza-2'-deoxyadenosine [C@@H]1(C[C@H](O)[C@@H](CO)O1)N1C=CC=2C(N)=NC=CC12